tert-butyl (R)-(1-(4-(N-acetoxycarbamimidoyl)thiophen-2-yl)-2-methoxyethyl)carbamate C(C)(=O)ONC(=N)C=1C=C(SC1)[C@@H](COC)NC(OC(C)(C)C)=O